(M)-1-(6-(3-chloro-4-(6-chloro-5-methyl-1H-indazol-4-yl)-7,7-dimethyl-7,8-dihydro-5H-pyrano[4,3-b]pyridin-2-yl)-2,6-diazaspiro[3.4]octan-2-yl)-2-propen-1-one ClC=1C(=C2C(=NC1N1CC3(CN(C3)C(C=C)=O)CC1)CC(OC2)(C)C)C2=C1C=NNC1=CC(=C2C)Cl